[I-].C(#N)C[P+](C)(C)C (Cyanomethyl)trimethylphosphanium iodide